FC1=CC=C(C=C1)C=1C=NC=2N(C1)C=C(N2)COC2=NC=CC(=C2)F 6-(4-fluorophenyl)-2-[(4-fluoro-2-pyridyl)oxymethyl]imidazo[1,2-a]pyrimidine